C(C(O)C1=CC=CC=C1)(=O)O.C(CCCCCCCCCCCCC)C(C1=CC=CC=C1)N(C)C tetradecyldimethylbenzylamine mandelate